cis-benzyl 4-[3-(tert-butoxycarbonylamino)-3-methyl-cyclobutyl]piperazine-1-carboxylate C(C)(C)(C)OC(=O)NC1(CC(C1)N1CCN(CC1)C(=O)OCC1=CC=CC=C1)C